4-dinitroethylbenzene [N+](=O)([O-])C(CC1=CC=CC=C1)[N+](=O)[O-]